C(C1=CC(C(=O)OCCCCOC=C)=CC=C1)(=O)OCCCCOC=C bis-(4-vinyloxybutyl) isophthalate